ClC1=C(C=C(C=C1)F)C1NC(C=2C1=C(C=C1C=CC=NC21)N(C(C2=CC(=CC(=C2)C(F)(F)F)F)=O)C(=O)C2=CC(=CC(=C2)F)C(F)(F)F)=O N-[7-(2-chloro-5-fluorophenyl)-9-oxo-8,9-dihydro-7H-pyrrolo[4,3-H]quinolin-6-yl]-3-fluoro-N-{[5-fluoro-3-(trifluoromethyl)phenyl]carbonyl}-5-(trifluoromethyl)benzamide